O=C(CCC1=CC=CC=C1)C(NCC=1SC=CN1)=O (R)-3,4-dioxo-1-phenyl-4-((thiazol-2-ylmethyl)amino)butan